C(C1=CC=CC=C1)OP(=O)(OCC1=CC=CC=C1)OC1=CC=C(C=C1)CC(=O)O 2-(4-((bis(benzyloxy)phosphoryl)oxy)phenyl)acetic acid